C(C)(C)(C)OC(=O)N1C(CCC2=CC=CN=C12)CCCN1C[C@@H]2C([C@@H]2C1)N (3-((1R,5S,6S)-6-amino-3-azabicyclo[3.1.0]hex-3-yl)propyl)-3,4-dihydro-1,8-naphthyridine-1(2H)-carboxylic acid tert-butyl ester